1-[1-(5-chloro-2-methoxy-4-methyl-3-{1-[(5-methylisoxazol-4-yl)carbonyl]azetidin-3-yl}phenyl)ethyl]-3-methyl-1H-pyrazolo[3,4-d]pyrimidin-4-amine ClC=1C(=C(C(=C(C1)C(C)N1N=C(C=2C1=NC=NC2N)C)OC)C2CN(C2)C(=O)C=2C=NOC2C)C